C(C)(=O)N1C2(C3C(C(C1)CC2CN3CC3=CC=CC=C3)CC(C)C)C(=O)NCC(C)C 4-acetyl-1-benzyl-N,7-diisobutyloctahydro-3aH-3,6-methanopyrrolo[3,2-b]pyridine-3a-carboxamide